C(CCCCCCCCCCCCCCCCCCCCC)(=O)OCC(OC(CCCCCCCCCCCCCCCCCCCCC)=O)COC(CCCCCCCCCCCCCCCCCCCCC)=O glycerol tri(behenate)